diphenylhexane-1,6-diyldicarbamate C1(=CC=CC=C1)OC(NCCCCCCNC(OC1=CC=CC=C1)=O)=O